cobalt-copper-zinc [Zn].[Cu].[Co]